1-(5-(2-(4-(4-aminophenyl)piperazin-1-yl)-8-azaspiro[4.5]decane-8-carbonyl)-2-chlorophenyl)dihydropyrimidine-2,4(1H,3H)-dione NC1=CC=C(C=C1)N1CCN(CC1)C1CC2(CC1)CCN(CC2)C(=O)C=2C=CC(=C(C2)N2C(NC(CC2)=O)=O)Cl